ClC1=CC=C2C(=CNC2=C1)S(=O)(=O)NC1=NC(=C(C(=N1)OC)OCF)OC 6-chloro-N-[5-(fluoromethoxy)-4,6-dimethoxy-pyrimidin-2-yl]-1H-indole-3-sulfonic acid amide